7-((3R,5R)-1-propenoyl-5-(ethoxymethyl)pyrrolidin-3-yl)-4-amino-6-(cyclopropylethynyl)-N-((R)-1-phenylethyl)-7H-pyrrolo[2,3-d]pyrimidine-5-carboxamide C(C=C)(=O)N1C[C@@H](C[C@@H]1COCC)N1C(=C(C2=C1N=CN=C2N)C(=O)N[C@H](C)C2=CC=CC=C2)C#CC2CC2